N-ethyl-perfluoro-N-octyl-sulfonamide C(C)N(S(=O)(=O)F)C(C(C(C(C(C(C(C(F)(F)F)(F)F)(F)F)(F)F)(F)F)(F)F)(F)F)(F)F